NCCCCCCCCCCCCCN 1,13-Diaminotridecane